ClC1=C(CNCCC2(CCOC3(C2)CCOCC3)C3=NC=C(C=C3)F)C=CC=C1Cl N-(2,3-dichlorobenzyl)-2-(4-(5-fluoropyridin-2-yl)-1,9-dioxaspiro[5.5]undecan-4-yl)ethan-1-amine